N-[(1S)-2-[4-(3,5-dimethyl-1H-pyrazol-4-yl)anilino]-2-oxo-1-[(1R)-7-(1,2,3,4-tetrahydroisoquinolin-6-yl)tetralin-1-yl]ethyl]-2-methyl-pyrazole-3-carboxamide CC1=NNC(=C1C1=CC=C(NC([C@H]([C@@H]2CCCC3=CC=C(C=C23)C=2C=C3CCNCC3=CC2)NC(=O)C=2N(N=CC2)C)=O)C=C1)C